ethyl 3-((4-methoxyphenyl)sulfonyl)-4-(4-(2-(piperidin-1-yl)ethyl)-1,4-diazepan-1-yl)quinoline-6-carboxylate COC1=CC=C(C=C1)S(=O)(=O)C=1C=NC2=CC=C(C=C2C1N1CCN(CCC1)CCN1CCCCC1)C(=O)OCC